C(C)N1C([C@H](OC2(C1)CCN(CC2)CC2=CC=C(C#N)C=C2)C)=O (R)-4-((4-Ethyl-2-methyl-3-oxo-1-oxa-4,9-diazaspiro[5.5]undecan-9-yl)methyl)benzonitril